BrC1=NC(=CC(=C1)C)[C@]1(COCC1)OC (R,S)-2-bromo-6-(3-methoxytetrahydrofuran-3-yl)-4-methylpyridine